C1(=CC=C(C=C1)C)C Para-xylen